(R,E)-3-(4-chlorophenyl)-N'-((4-chlorophenyl)sulfonyl)-N-methyl-N-(2-(methyl(sulfamoyl)amino)ethyl)-4-phenyl-4,5-dihydro-1H-pyrazole-1-carboximidamide ClC1=CC=C(C=C1)C1=NN(C[C@H]1C1=CC=CC=C1)/C(/N(CCN(S(N)(=O)=O)C)C)=N/S(=O)(=O)C1=CC=C(C=C1)Cl